ethyl chloroacetate ethyl-bromoacetate C(C)OC(CBr)=O.ClCC(=O)OCC